10,10,10-trifluorodecyl-succinic acid FC(CCCCCCCCCC(C(=O)O)CC(=O)O)(F)F